C(CCC)C(C(=O)O)CCCCCCCCCCCCCCCC.C(CCCCCCCCCCCCCCCCC)(=O)OCCCC Butyl stearate (Butyl stearate)